C(C)(CC)SSCCC sec.Butylpropyldisulfid